CN1CCC(CC1)N1CC2=C(CC1)NC(=N2)C2=NNC1=CC(=CC=C21)C2=CC=C(C=C2)O 4-(3-(5-(1-methylpiperidin-4-yl)-4,5,6,7-tetrahydro-1H-imidazo[4,5-c]pyridin-2-yl)-1H-indazol-6-yl)phenol